C(C)(C)(C)OC(=O)N1CC(N(CC1)C=1C=C2C=CNC2=CC1)=O 4-(1H-indol-5-yl)-3-oxo-piperazine-1-carboxylic acid tert-butyl ester